C(C)OC(CC(C)OC(C(O)C(O)C(=O)O)=O)=O tartaric acid mono-(4-ethoxy-4-oxo-butan-2-yl) ester